5-[4-(3,5-dichloro-2-pyridinyl)piperazine-1-carbonyl]-4-(trifluoromethyl)-2-[4-(trifluoromethyl)phenyl]thio-benzamide ClC=1C(=NC=C(C1)Cl)N1CCN(CC1)C(=O)C=1C(=CC(=C(C(=O)N)C1)SC1=CC=C(C=C1)C(F)(F)F)C(F)(F)F